NC1=NC=2C3=C(C(CC2C=N1)(C)C)C(=NN3)C(=O)NC=3SC=C(N3)CC(=O)N3CCC(CC3)N3CCC(CC3)C 8-amino-4,4-dimethyl-N-{4-[2-(4-methyl-1,4'-bipiperidin-1'-yl)-2-oxoethyl]-1,3-thiazol-2-yl}-4,5-dihydro-1H-pyrazolo[4,3-H]quinazoline-3-carboxamide